2-(6-(((1R,3S,5S)-1,5-dimethyl-9-azabicyclo[3.3.1]nonan-3-yl)oxy)pyridazin-3-yl)-4-fluoro-5-(1H-pyrazol-4-yl)phenol C[C@]12CC(C[C@](CCC1)(N2)C)OC2=CC=C(N=N2)C2=C(C=C(C(=C2)F)C=2C=NNC2)O